O=C1N(C(C2=CC=CC=C12)=O)CCC(=O)O 3-(1,3-dioxoisoindolin-2-yl)propionic acid